6-(7-(5-((7-cyclobutoxy-4-oxo-3,4-dihydrophthalazin-1-yl)methyl)-2-fluorobenzoyl)-1,7-diazaspiro[3.5]nonan-1-yl)nicotinonitrile C1(CCC1)OC1=CC=C2C(NN=C(C2=C1)CC=1C=CC(=C(C(=O)N2CCC3(CCN3C3=NC=C(C#N)C=C3)CC2)C1)F)=O